C(C)(C)(C)OC(=O)N1CC(CC1)CCCCCCCCCCC(=O)O 11-(1-(t-butoxycarbonyl)pyrrolidin-3-yl)undecanoic acid